C(C\C=C/CCCCCCCC\C=C/CCCC)C(OCCCC)OC(CC\C=C/CCCCCCCC\C=C/CCCC)OCCCC (3Z,13Z)-3,13-octadecadienylbutyloxymethyl ether